FC1(C(N=CC2=CC=CC(=C12)F)(C)C)F 4,4,5-trisFluoro-3,3-dimethyl-isoquinoline